C(CCN)C[C@@H](C(=O)N[C@@H](CCCCN)C(=O)O)N Dilysine